S(O)(O)(=O)=O.C1(=CC=CC=C1O)C cresol-sulfuric acid